tert-butyl 3-(6-nitro-3-pyridyl)-3,8-diazabicyclo[3.2.1]octane-8-carboxylate [N+](=O)([O-])C1=CC=C(C=N1)N1CC2CCC(C1)N2C(=O)OC(C)(C)C